ClC=1C=CC(=NC1)OCC1NC2CC(C1)C2 3-{[(5-chloropyridin-2-yl)oxy]methyl}-2-azabicyclo[3.1.1]heptane